2-(3-(methylthio)phenylamino)-6-(2,6-dichlorophenyl)-7H-pyrano[2,3-d]pyrimidin-7-one CSC=1C=C(C=CC1)NC=1N=CC2=C(N1)OC(C(=C2)C2=C(C=CC=C2Cl)Cl)=O